BrC=1C=CC(=C(C1)C(C(=O)OC(C)(C)C)N1C(C(=C(C=C1)C(F)(F)F)C1CC1)=O)F tert-butyl 2-(5-bromo-2-fluorophenyl)-2-[3-cyclopropyl-2-oxo-4-(trifluoromethyl)pyridin-1-yl]acetate